FC=1C=CC=2N(C1CNCCC(=O)N1[C@H](CN(CC1)C=1C(=CC(=NC1)C#N)C)C)C=CN2 5-[(3S)-4-{3-[({6-fluoroimidazo[1,2-a]pyridin-5-yl}methyl)amino]propanoyl}-3-methylpiperazin-1-yl]-4-methylpyridine-2-carbonitrile